1-methyl-3-[6-(methylsulfinyl)hexyl]imidazolium p-toluenesulfonate CC1=CC=C(C=C1)S(=O)(=O)[O-].CN1C=[N+](C=C1)CCCCCCS(=O)C